3-bromo-1-(prop-2-en-1-yl)-1H-pyrrolo[3,2-b]pyridine-2-carboxylic acid BrC1=C(N(C=2C1=NC=CC2)CC=C)C(=O)O